OCCN1CCN(CC1)C(=O)C1=CC=CC=C1 (4-(2-hydroxyethyl)piperazin-1-yl)(phenyl)methanone